CC1(CC(=CC=C1)N=C=O)N=C=O M-tolylene isocyanate